6-(difluoro(phenyl)methyl)-2-(pyridin-2-yl)pyrimidin-4-amine FC(C1=CC(=NC(=N1)C1=NC=CC=C1)N)(C1=CC=CC=C1)F